BrC=1C=C2CCCN(C2=CC1[N+](=O)[O-])C(=O)OC(C)(C)C tert-butyl 6-bromo-7-nitro-3,4-dihydroquinoline-1(2H)-carboxylate